C1(CC1)C1=NC=NC(=C1C=1N=C(C2=C(N1)CNCC2)NCC2=CC=C(C=C2)C=2N(C=C(N2)C(F)(F)F)C)OC 2-(4-cyclopropyl-6-methoxy-pyrimidin-5-yl)-N-[[4-[1-methyl-4-(trifluoromethyl)imidazol-2-yl]phenyl]methyl]-5,6,7,8-tetrahydropyrido[3,4-d]pyrimidin-4-amine